C12(CCC(CC1)CC2)CS(=O)(=O)NC2=C(C(=C(C=C2F)OC2=NC=CC=C2C2=NC(=NC=C2)N[C@@H]2CNC[C@H](C2)F)F)F 1-(bicyclo[2.2.2]octan-1-yl)-N-(2,3,6-trifluoro-4-((3-(2-(((3S,5S)-5-fluoropiperidin-3-yl)amino)pyrimidin-4-yl)pyridin-2-yl)oxy)phenyl)methanesulfonamide